hexanoyl-maleimide C(CCCCC)(=O)C=1C(=O)NC(C1)=O